2-(4-methoxyphenyl)-4-(3,4,5-trimethoxyphenyl)pyrimidine COC1=CC=C(C=C1)C1=NC=CC(=N1)C1=CC(=C(C(=C1)OC)OC)OC